2-phenoxyethyl propionate C(CC)(=O)OCCOC1=CC=CC=C1